1,2,3,4-Tetramethyl-cyclohexane CC1C(C(C(CC1)C)C)C